oxochroman C1CC(=O)OC2=CC=CC=C21